NC(C)(C)C1=CC(=NC(=C1)C1=CC(=C(C=C1)F)F)OC1[C@@H]2CN(C[C@H]12)C(=O)C=1C(=NN(C1)C1=NC=CC=N1)CO ((1R,5S,6s)-6-((4-(2-aminopropan-2-yl)-6-(3,4-difluorophenyl)pyridin-2-yl)oxy)-3-azabicyclo[3.1.0]hexan-3-yl)(3-(hydroxymethyl)-1-(pyrimidin-2-yl)-1H-pyrazol-4-yl)methanone